diphenyl-(3-(spiro[fluorene-9,9'-xanthene]-2-yl)phenyl)phosphine oxide C1(=CC=CC=C1)P(C1=CC(=CC=C1)C1=CC2=C(C=C1)C1=CC=CC=C1C21C2=CC=CC=C2OC=2C=CC=CC12)(C1=CC=CC=C1)=O